2-Azido-5-difluoromethyl-pyridine N(=[N+]=[N-])C1=NC=C(C=C1)C(F)F